zinc bis(dimethylaminothiocarbamate) CN(C)NC([O-])=S.CN(C)NC([O-])=S.[Zn+2]